(1R,2S)-2-Amino-1-[4-(trifluoromethyl)phenyl]propan-1-ol N[C@H]([C@H](O)C1=CC=C(C=C1)C(F)(F)F)C